(R)-2-(4-(3-methylmorpholinyl)-2-(1H-pyrrolo[2,3-b]pyridin-4-yl)thieno[3,2-d]pyrimidin-7-yl)benzoic acid C[C@H]1N(CCOC1)C=1C2=C(N=C(N1)C1=C3C(=NC=C1)NC=C3)C(=CS2)C2=C(C(=O)O)C=CC=C2